(R)-3-Ethyl-6-methoxy-2-(1-(4-methyl-1,4-diazepan-1-yl)butyl)quinazolin-4(3H)-one C(C)N1C(=NC2=CC=C(C=C2C1=O)OC)[C@@H](CCC)N1CCN(CCC1)C